C(C)(C)NC1=NC=2C=C(C(=CC2C2=C1C(OC2(C)C)(C)C)OC)OCCCN2CCCC2 N-isopropyl-8-methoxy-1,1,3,3-tetramethyl-7-(3-(pyrrolidin-1-yl)propoxy)-1,3-dihydrofuro[3,4-c]quinolin-4-amine